30,34-dimethoxynonacyclo[18.10.2.22,5.03,16.04,13.06,11.017,31.022,27.028,32]tetratriaconta-1(30),2(34),3(16),4(13),5(33),6,8,10,14,17(31),18,20(32),22,24,26,28-hexadecaene-12,21-dione COC=1C=C2C3=CC=CC=C3C(C=3C=CC=4C=5C=CC=6C(C7=CC=CC=C7C=7C6C5C(C1C4C23)=C(C7)OC)=O)=O